CC(C=O)N methyl-aminoacetaldehyde